C(C)(C)(C)OC(=O)N1CCC2(CC1)C(C1=CC=CC(=C1C2)OC)=O 4-methoxy-1-oxo-1,3-dihydrospiro[indene-2,4'-piperidine]-1'-carboxylic acid tert-butyl ester